4-penten-1-yl 4-methylbenzenesulfonate CC1=CC=C(C=C1)S(=O)(=O)OCCCC=C